benzyl (1S,2R)-2-((S)-1-((1,3-dioxoisoindolin-2-yl)methyl)-8-(((S)-1-(thiazole-5-carbonyl)pyrrolidin-3-yl)oxy)-1,2,3,4-tetrahydroisoquinoline-2-carbonyl)cyclohexane-1-carboxylate O=C1N(C(C2=CC=CC=C12)=O)C[C@H]1N(CCC2=CC=CC(=C12)O[C@@H]1CN(CC1)C(=O)C1=CN=CS1)C(=O)[C@H]1[C@H](CCCC1)C(=O)OCC1=CC=CC=C1